C(#C)C1=CC=CC=2C=3C(CN(C3C=CC21)C(N)=N)C 6-Ethynyl-1-methyl-1,2-dihydro-3H-benzo[e]indole-3-carboximidamide